OC1=C(C=CC(=C1)O)C(CC1=CC=C(C=C1)OC)O 1-(2,4-dihydroxyphenyl)-2-(4'-methoxyphenyl)-1-ethanol